(S)-3-chloro-N-(1-(1-(5-((dimethyl(oxo)-λ6-sulfaneylidene)amino)pyridin-2-yl)-1H-1,2,4-triazol-5-yl)ethyl)-N-ethyl-5-(trifluoromethoxy)benzamide ClC=1C=C(C(=O)N(CC)[C@@H](C)C2=NC=NN2C2=NC=C(C=C2)N=S(=O)(C)C)C=C(C1)OC(F)(F)F